C1(CC1)C(=O)N1[C@H]([C@H]([C@H](C1)F)NS(=O)(=O)CC)CC=1C=C(C=CC1)C1=CC(=CC(=C1)F)F N-{(2S,3R,4S)-1-(cyclopropanecarbonyl)-2-[(3',5'-difluoro[1,1'-biphenyl]-3-yl)-methyl]-4-fluoropyrrolidin-3-yl}ethanesulfonamide